2-(1-methyl-1H-pyrazol-4-yl)-N-(2-methyl-5-(2-(3-(trifluoromethyl)pyrrolidin-1-yl)acetamido)pyridin-3-yl)-1H-pyrrolo[2,3-b]pyridine-5-carboxamide CN1N=CC(=C1)C1=CC=2C(=NC=C(C2)C(=O)NC=2C(=NC=C(C2)NC(CN2CC(CC2)C(F)(F)F)=O)C)N1